C(C)(C)(C)C1N(CCN[C@H]1CCOC1=C(C(=C(C=C1C(=O)OC)F)Br)Cl)C(=O)O.O(CCC)C(O)C(O)CO Propoxyl-glycerin tert-butyl-(3S)-3-[2-(3-bromo-2-chloro-4-fluoro-6-methoxycarbonyl-phenoxy)ethyl]piperazine-1-carboxylate